N-[4-[1-[tert-butyl(dimethyl)silyl]oxyethyl]phenyl]-3-nitro-6-phenyl-pyridin-2-amine [Si](C)(C)(C(C)(C)C)OC(C)C1=CC=C(C=C1)NC1=NC(=CC=C1[N+](=O)[O-])C1=CC=CC=C1